CN(C1=C(C=CC=C1)OCCN1CCC(CC1)(OC1=CC=CC=C1)C)C N,N-dimethyl-2-(2-(4-methyl-4-phenoxypiperidin-1-yl)ethoxy)aniline